CC12CC3(CC(CC(C1)(C3)C)C2)NS(=O)(=O)C2=CC=C(C=C2)C(F)(F)F N-(3,5-dimethyltricyclo[3.3.1.13,7]dec-1-yl)-4-(trifluoromethyl)benzenesulfonamide